N-(6-ethoxy-6-oxohexyl)-N,N-dimethylcyclopropylammonium C(C)OC(CCCCC[N+](C)(C)C1CC1)=O